COC(=O)[C@H]1NC(C2=NC3=CC=CC=C3C2C1)(CO)CO (3S)-1,1-dimethylol-tetrahydro-beta-carboline-3-carboxylic acid methyl ester